Cl.FC(C1=NN=C(S1)C1=CN=C2N1C=C(C=C2C=2CCNCC2)S(=O)(=O)NC2(CC2)C)F 3-(5-(difluoromethyl)-1,3,4-thiadiazol-2-yl)-N-(1-methylcyclopropyl)-8-(1,2,3,6-tetrahydropyridin-4-yl)imidazo[1,2-a]pyridine-6-sulfonamide hydrogen chloride